NC1=C(C=CC=C1)NC(C(C1=CC=CC=C1)N1C=NN2C(C1=O)=CC(=C2)C2=CC=C(C=C2)C2CCN(CC2)C)=O N-(2-aminophenyl)-2-(6-(4-(1-methylpiperidin-4-yl)phenyl)-4-oxopyrrolo[2,1-f][1,2,4]triazin-3(4H)-yl)-2-phenylacetamide